CC1=C(CSC2=C(C=CC=C2)N2CCNCC2)C=CC(=C1)C 1-[2-(2,4-dimethylbenzylthio)-phenyl]piperazine